C1(=CC(=C2C=CC3=C(C=C(C4=CC=C1C2=C34)C3=CC=C(C(=O)OC)C=C3)C3=CC=C(C(=O)OC)C=C3)C3=CC=C(C(=O)OC)C=C3)C3=CC=C(C(=O)OC)C=C3 tetramethyl 4,4',4'',4'''-(pyrene-1,3,6,8-tetrayl)tetrabenzoate